FC1=C(C=CC(=C1)F)C1(CC1)N 1-(2,4-difluorophenyl)cyclopropane-1-amine